(-)-β-bisabolene CC1=CC[C@H](CC1)C(=C)CCC=C(C)C